N-phenylcarbamic acid (dioctadecylphenyl) ester C(CCCCCCCCCCCCCCCCC)C=1C(=C(C=CC1)OC(NC1=CC=CC=C1)=O)CCCCCCCCCCCCCCCCCC